[Ti].C1=CC=CC=2C3=CC=CC=C3N(C12)C1=CC=C(C=C1)C1=CC=C(C=C1)N1C2=CC=CC=C2C=2C=CC=CC12 4,4'-bis(9-Carbazolyl)Biphenyl Titanium